(2S,3R)-5,7-bis(benzyloxy)-2-(3,4-bis(benzyloxy)phenyl)chroman-3-yl 3,4-bis(benzyloxy)-2,6-difluoro-5-methoxybenzoate C(C1=CC=CC=C1)OC=1C(=C(C(=O)O[C@H]2[C@@H](OC3=CC(=CC(=C3C2)OCC2=CC=CC=C2)OCC2=CC=CC=C2)C2=CC(=C(C=C2)OCC2=CC=CC=C2)OCC2=CC=CC=C2)C(=C(C1OCC1=CC=CC=C1)OC)F)F